3-Chloro-5-iodopyridin-2-amine ClC=1C(=NC=C(C1)I)N